O=C(C(=O)N)N1[C@H](CN([C@@H](C1)C)CC(C)(C)C)C1=CC=CC=C1 2-oxo-2-[(2S,5R)-4-(2,2-dimethylpropyl)-5-methyl-2-phenyl-piperazin-1-yl]acetamide